(thiazolyl)-benzenesulfonamide S1C(=NC=C1)C1=C(C=CC=C1)S(=O)(=O)N